racemic-methyl 2,4-dimethyl-4-nitro-valerate C[C@@H](C(=O)OC)CC(C)([N+](=O)[O-])C |r|